COC(C1=C(C(=CC(=C1)I)I)I)=O 2,3,5-triiodobenzoic acid methyl ester